methyl 2-{2-[(tert-butoxycarbonyl)amino]ethyl}-4-nitropyrazole-3-carboxylate C(C)(C)(C)OC(=O)NCCN1N=CC(=C1C(=O)OC)[N+](=O)[O-]